N,N'-bis(2-Stearamidoethyl)-sebacamid C(CCCCCCCCCCCCCCCCC)(=O)NCCNC(CCCCCCCCC(=O)NCCNC(CCCCCCCCCCCCCCCCC)=O)=O